(R)-2-(1-((6-Amino-5-nitropyridin-2-yl)amino)ethyl)-4-fluorophenol NC1=C(C=CC(=N1)N[C@H](C)C1=C(C=CC(=C1)F)O)[N+](=O)[O-]